ClC1=NC=C(C(=O)O)C(=C1)N1CCC2(CC2)CC1 6-chloro-4-(6-azaspiro[2.5]oct-6-yl)nicotinic acid